C1(=CC=CC=C1)C1=NC(=NC(=N1)C1=CC=CC=C1)C1=C(C=C(C=C1)CCCCCCCCCCCCCCC)O 2-(4,6-diphenyl-1,3,5-triazin-2-yl)-5-pentadecyl-phenol